divinyltetramethyloxane C(=C)C1(C(C(OCC1)(C)C)(C)C)C=C